C(C1=CC=CC=C1)OC(CO)CS 2-(benzyloxy)-3-mercaptopropan-1-ol